styrenesulfonic acid triethylamine salt C(C)N(CC)CC.C(=CC1=CC=CC=C1)S(=O)(=O)O